CC1=NC=CC(=C1)C=1C=NN2C1N=CC(=C2)CN2CCOCCC2 4-((3-(2-Methylpyridin-4-yl)pyrazolo[1,5-a]pyrimidin-6-yl)methyl)-1,4-oxazepane